4-(((1S,2R)-2-fluorocyclopropyl)amino)-5-methoxy-1-phenyl-7-(trifluoromethyl)-quinazolin-2(1H)-one F[C@H]1[C@H](C1)NC1=NC(N(C2=CC(=CC(=C12)OC)C(F)(F)F)C1=CC=CC=C1)=O